C1=C(C=CC2=CC=CC=C12)C1=C(NC=2C1=NC=CC2)C2=C(C=NC=C2)OC[C@H]2NCCC2 3-(naphthalen-2-yl)-2-(3-{[(2S)-pyrrolidin-2-yl]methoxy}pyridin-4-yl)-1H-pyrrolo[3,2-b]pyridine